FC=1C(=NC(=C(C(=O)N2[C@H](CN(CC2)C(C=C)=O)C)C1)NC=1C(=NC=CC1C)C(C)C)C1=C(C=CC=C1O)F ((3S)-4-(5-fluoro-6-(2-fluoro-6-hydroxyphenyl)-2-((2-isopropyl-4-methylpyridin-3-yl)amino)nicotinoyl)-3-methylpiperazin-1-yl)prop-2-en-1-one